FC(C=1C=C(C=C(C1)C(F)(F)F)N=C=S)(F)F 3,5-bis(trifluoromethyl)-phenyl isothiocyanate